C1N(CCC2=CC=CC=C12)C[C@H](CN1C[C@H](OC2=C(C1=O)C=CC(=C2)O[C@H]2CN(CC2)C2COC2)C)O (2R)-4-[(2R)-3-(3,4-dihydro-1H-isoquinolin-2-yl)-2-hydroxypropyl]-2-methyl-8-[(3R)-1-(oxetan-3-yl)pyrrolidin-3-yl]oxy-2,3-dihydro-1,4-benzoxazepin-5-one